[Br].C(CCC)N1C(N(C=C1)C)C 1-butyl-2,3-dimethyl-imidazole bromine